3-(7-(3-chloro-2-cyclopropyl-5-(methoxymethoxy)phenyl)-8-fluoro-2-((tetrahydro-1H-pyrrolizin-7a(5H)-yl)methoxy)pyrido[4,3-d]pyrimidin-4-yl)-3-azabicyclo[3.2.1]octan-6-ol ClC=1C(=C(C=C(C1)OCOC)C1=C(C=2N=C(N=C(C2C=N1)N1CC2CC(C(C1)C2)O)OCC21CCCN1CCC2)F)C2CC2